N-((S)-1-(((R)-1-(6-(3-(4-(4-iodophenyl)butanamido)propyl)-4,8-dioxo-1,3,6,2-dioxazaborocan-2-yl)-3-methylbutyl)amino)-1-oxo-3-phenylpropan-2-yl)pyrazine-2-carboxamide IC1=CC=C(C=C1)CCCC(=O)NCCCN1CC(OB(OC(C1)=O)[C@H](CC(C)C)NC([C@H](CC1=CC=CC=C1)NC(=O)C1=NC=CN=C1)=O)=O